C1(CC1)N1CCC(CC1)N1C2CC(CC1CC2)C=2C=C(C=1N(C2)N=C(N1)C1=CC(=C(C=C1)OC)OC)C 6-(8-(1-cyclopropylpiperidin-4-yl)-8-azabicyclo[3.2.1]octan-3-yl)-2-(3,4-dimethoxyphenyl)-8-methyl-[1,2,4]triazolo[1,5-a]pyridine